ethyl 2-(4-iodo-1H-imidazol-1-yl)acetate IC=1N=CN(C1)CC(=O)OCC